C(CCC)C(C(C1=CC=CC=C1)=O)(C(C1=CC=CC=C1)=O)OC Butyl-MethoxydibenzoylmetHane